2-((2R,3R)-3-((2-oxabicyclo[2.2.2]octan-4-yl)methoxy)-2-aminobutoxy)benzoate C12OCC(CC1)(CC2)CO[C@@H]([C@@H](COC2=C(C(=O)[O-])C=CC=C2)N)C